3-(5-Amino-6-(2-methylthiazol-5-yl)pyrazin-2-yl)-N-(4-(hydroxymethyl)bicyclo[2.1.1]hexan-1-yl)-4-methylbenzenesulfonamide trifluoroacetate salt FC(C(=O)O)(F)F.NC=1N=CC(=NC1C1=CN=C(S1)C)C=1C=C(C=CC1C)S(=O)(=O)NC12CCC(C1)(C2)CO